FC=1C=C(C=CC1F)N1[C@@H](CCCC1=O)C1=NC2=C(N1C1CCC(CC1)C(=O)N(CCC)C)C=CC(=C2)C=2C(=NOC2C)C (1S,4r)-4-(2-((S)-1-(3,4-difluorophenyl)-6-oxopiperidin-2-yl)-5-(3,5-dimethylisoxazol-4-yl)-1H-benzo[d]imidazol-1-yl)-N-methyl-N-propylcyclohexanecarboxamide